C(C)(=O)C1=CC=C(C=C1)C(C(=O)C=1OC2=CC=C(C=C2C(C1)=O)C)=O 2-(p-acetylphenyl)-1-(6-methyl-4-oxo-2-chromenyl)-1,2-ethanedione